(1R,2R,4S)-2-(((benzyloxy)carbonyl)amino)-7-azabicyclo[2.2.1]heptane-7-carboxylic acid tert-butyl ester C(C)(C)(C)OC(=O)N1[C@H]2[C@@H](C[C@@H]1CC2)NC(=O)OCC2=CC=CC=C2